tert-butyl-(6S)-6-methyl-2-(4-(trifluoromethyl)phenyl)-6,7-dihydropyrazolo[1,5-a]pyrazine C(C)(C)(C)C=1C(=NN2C1C=N[C@H](C2)C)C2=CC=C(C=C2)C(F)(F)F